BrC=1N=C(C=2N(C1)C=C(N2)C(=O)O)N2CCCCC2 6-bromo-8-(piperidin-1-yl)imidazo[1,2-a]pyrazine-2-carboxylic acid